C(#N)C1=CC2=C(N(C(N=C2N2[C@H](CN(CC2)C(=O)OC(C)(C)C)C)=O)C=2C(=NC=CC2C)C(C)C)N=C1C1=C(C=CC(=C1)F)F (S)-tert-butyl 4-(6-cyano-7-(2,5-difluorophenyl)-1-(2-isopropyl-4-methylpyridin-3-yl)-2-oxo-1,2-dihydropyrido[2,3-d]pyrimidin-4-yl)-3-methylpiperazine-1-carboxylate